3-((3-chloro-2-methoxyphenyl)amino)-2-(3-((6-vinylpyrazin-2-yl)methoxy)pyridin-4-yl)-1,5,6,7-tetrahydro-4H-pyrrolo[3,2-c]pyridin-4-one ClC=1C(=C(C=CC1)NC1=C(NC2=C1C(NCC2)=O)C2=C(C=NC=C2)OCC2=NC(=CN=C2)C=C)OC